(9H-fluoren-9-yl)methyl (S)-(1-(4-chlorophenyl)-3-hydroxypropan-2-yl-3,3-d2)carbamate ClC1=CC=C(C=C1)C[C@@H](C([2H])([2H])O)NC(OCC1C2=CC=CC=C2C=2C=CC=CC12)=O